(3E)-1-chloro-12,12-dibutoxy-3-dodecene ClCC\C=C\CCCCCCCC(OCCCC)OCCCC